6-(3,6-diazabicyclo[3.1.1]heptan-6-yl)-N-((1r,4r)-4-(3-chloro-4-cyanophenoxy)cyclohexyl)pyridazine-3-carboxamide C12CNCC(N1C1=CC=C(N=N1)C(=O)NC1CCC(CC1)OC1=CC(=C(C=C1)C#N)Cl)C2